C(C)(C)(C)OC(C(C)(C)N1C(N(C2=C(C1=O)C(=CS2)C)CC(OC2CCN(CC2)C(=O)OC(C)(C)C)C2=C(C=CC=C2)OC)=O)=O tert-butyl 4-(2-(3-(1-(tert-butoxy)-2-methyl-1-oxopropan-2-yl)-5-methyl-2,4-dioxo-3,4-dihydrothieno[2,3-d]pyrimidin-1(2H)-yl)-1-(2-methoxyphenyl)ethoxy)piperidine-1-carboxylate